7-cyano-3-(2-{[(1S,3S)-3-[(4-aminobutyl)amino]cyclopentyl]amino}-5-(trifluoromethyl)pyrimidine-4-yl)-1H-indole-6-carboxylic acid C(#N)C=1C(=CC=C2C(=CNC12)C1=NC(=NC=C1C(F)(F)F)N[C@@H]1C[C@H](CC1)NCCCCN)C(=O)O